CC(C)(C)OC(=O)N(C1=NC2=CC=CC=C2C(=C1)OC(=O)OC(C)(C)C)C(=O)OC(C)(C)C 2-methylpropan-2-yl ({[(2-methylpropan-2-yl) Oxy]carbonyl}[4-({[(2-methylpropan-2-yl)oxy]carbonyl}oxy)quinolin-2-yl]amino)carboxylate